FC(C(=O)O)(F)F.NC1CCC(CC1)NCC(C1=CC=CC=C1)C=1C=C(C(=C(C1)C=1C(=CC=C(C1F)OCCOC)C(=O)N)Cl)Cl 5'-(2-(((1r,4r)-4-Aminocyclohexyl)amino)-1-phenylethyl)-2',3'-dichloro-6-fluoro-5-(2-methoxyethoxy)-[1,1'-biphenyl]-2-carboxamide trifluoroacetate